The molecule is an amino tetrasaccharide comprising a linear chain of three alpha-D-mannose and one N-acetyl-alpha-D-glucosamine resides joined in sequence by (1->2), (1->6) and (1->2) glycosidic linkages. C([C@@H]1[C@H]([C@@H]([C@@H]([C@H](O1)O[C@H]2[C@H]([C@@H]([C@H](O[C@@H]2OC[C@@H]3[C@H]([C@@H]([C@@H]([C@H](O3)O[C@@H]4[C@H](O[C@@H]([C@@H]([C@H]4O)N)O)CO)O)O)O)CO)O)O)O)O)O)O